ClC=1C(C2=C(NC(=N2)C2=CC=C(C=C2)C(F)(F)F)C(C1Cl)=O)=O 5,6-dichloro-2-(4-(trifluoromethyl)phenyl)-1H-benzo[d]imidazole-4,7-dione